1-[2-(2,6-Dioxopiperidin-3-yl)-1,3-dioxo-2,3-dihydro-1H-isoindol-5-yl]piperidine-4-carboxylic acid O=C1NC(CCC1N1C(C2=CC=C(C=C2C1=O)N1CCC(CC1)C(=O)O)=O)=O